5-(5-(difluoromethyl)-1,3,4-oxadiazol-2-yl)pyridine FC(C1=NN=C(O1)C=1C=CC=NC1)F